S(=O)(=O)(O)C(=O)C1=CC(OC)=C(OP(=O)=O)C=C1 Sulpho-phospho-vanillin